(2R)-N-[(1S)-1-cyano-2-[(3S)-2-oxopyrrolidin-3-yl]ethyl]-3-cyclopropyl-2-[4-methyl-2-oxo-3-(2,2,2-trifluoroethylamino)-1-pyridyl]propanamide C(#N)[C@H](C[C@H]1C(NCC1)=O)NC([C@@H](CC1CC1)N1C(C(=C(C=C1)C)NCC(F)(F)F)=O)=O